2-chloro-N-(3-((4-(((1r,4r)-4-(cyclohexylamino)cyclohexyl)amino)-6,7-dimethoxyquinazolin-2-yl)amino)propyl)acetamide ClCC(=O)NCCCNC1=NC2=CC(=C(C=C2C(=N1)NC1CCC(CC1)NC1CCCCC1)OC)OC